CC1=CSC=2N=C(N=C(C21)NC2=CC=CC(=N2)C(C)(C)O)NC=2C=NN(C2)C2CCN(CC2)C 2-(6-((5-methyl-2-((1-(1-methylpiperidin-4-yl)-1H-pyrazol-4-yl)amino)thieno[2,3-d]pyrimidin-4-yl)amino)pyridin-2-yl)propan-2-ol